2-(4-(1-(trifluoromethyl)cyclopropyl)phenyl)acetic acid FC(C1(CC1)C1=CC=C(C=C1)CC(=O)O)(F)F